6-bromo-5-methoxy-1,3-benzothiazol-2-amine BrC1=CC2=C(N=C(S2)N)C=C1OC